5-(2,4-difluorophenyl)salicylic acid diethylaminoethyl ester hydrochloride Cl.C(C)N(CC)CCOC(C=1C(O)=CC=C(C1)C1=C(C=C(C=C1)F)F)=O